CC1=CC2=C(NC(NS2(=O)=O)C2=CC=C(C=C2)C)C=C1 7-methyl-3-(p-tolyl)-3,4-dihydro-2h-benzo[e][1,2,4]thiadiazine-1,1-dioxide